BrC=1C=C(C=CC1)C1(COC1)NS(=O)C(C)(C)C N-(3-(3-bromophenyl)oxetan-3-yl)-2-methylpropane-2-sulfinamide